2-Di-n-butylamino-8-di-n-butylamino-4-methylspiro[5H-[1]benzopyrano[2,3-d]pyrimidine-5,1'(3'H)-isobenzofuran]-3'-On C(CCC)N(C=1N=C(C2=C(N1)OC1=C(C=CC(=C1)N(CCCC)CCCC)C21OC(C2=CC=CC=C12)=O)C)CCCC